ClC=1C(=CC(=C(C(=O)NS(=O)(=O)C2=CC=C(C=C2)OCC2=CC=C(C=C2)F)C1)F)OCC1CCCC1 5-chloro-4-(cyclopentylmethoxy)-2-fluoro-N-((4-((4-fluorobenzyl)oxy)phenyl)sulfonyl)benzamide